CC=1OC=CC1SSC1=C(OC=C1)C bis-(2-methyl-3-furyl) disulphide